N[C@H](C(=O)NC=1SC(=CN1)C(CN1C[C@H](OC[C@H]1C)C)N1C(CCC(C1)(F)F)=O)C1CCC(CC1)C (2S)-2-amino-N-(5-(1-(5,5-difluoro-2-oxopiperidin-1-yl)-2-((2R,5R)-2,5-dimethylmorpholino)ethyl)thiazol-2-yl)-2-((1r,4S)-4-methylcyclohexyl)acetamide